(2s,5r)-2,5-bis(hydroxymethyl)pyrrolidine-1-carboxylic acid OC[C@H]1N([C@H](CC1)CO)C(=O)O